(2S,3R,4S,5R)-2,3,4,5-tetrahydroxyhexanedioic acid O[C@H](C(=O)O)[C@@H]([C@@H]([C@H](C(=O)O)O)O)O